CO[C@H]1[C@@H]([C@H]([C@@H](O)O[C@@H]1C(=O)O)O)O 4-O-methyl-α-D-glucopyranosuronic acid